FC1=CC=C(C=C1)CNC(=O)NC1=CC=C(C=C1)S(=O)(=O)N1CCCCC1 1-[(4-fluorophenyl)methyl]-3-[4-(piperidine-1-sulfonyl)phenyl]urea